ClC1=NC2=CC=C(C=C2C=C1CN1CCC(CC1)C=1C=C2C(=C(NC2=CC1)C1=C2C(=NC=C1)NN=C2)C(C)C)OC 2-chloro-3-((4-(3-isopropyl-2-(1H-pyrazolo[3,4-b]pyridin-4-yl)-1H-indol-5-yl)piperidin-1-yl)methyl)-6-methoxyquinoline